C(C)(=O)OC[C@H](COC1=CC=C(C=C1)S(=O)(=O)C1=CC=C(C=C1)OC[C@H](CCl)OC(C)=O)OC(C)=O (S)-3-(4-((4-((R)-2-acetoxy-3-chloropropoxy)phenyl)sulfonyl)phenoxy)propane-1,2-diyl diacetate